[Cl-].[Cl-].C[SiH]([Hf+2](C1C(=C(C(=C1C)C)C)C)C1=C(C(C2=CC=CC=C12)C)C1=CC=CC=C1)C dimethyl-silyl-(1-methyl-2-phenyl-1H-inden-3-yl)(2,3,4,5-tetramethyl-cyclopenta-2,4-dienyl)hafnium dichloride